C(C)OC(=SCC#N)[S-] O-ethyl-S-cyanomethylxanthate